C(CCC)N1C(C(CC1=O)C(=O)O)=O 1-butyl-5-oxopyrrolidone-3-carboxylic acid